2-[7-(2,4-difluoro-6-isopropoxy-phenyl)-4-hydroxy-thieno[3,2-c]pyridin-6-yl]-6,8-dihydro-5H-1,7-naphthyridine-7-carboxylic acid tert-butyl ester C(C)(C)(C)OC(=O)N1CCC=2C=CC(=NC2C1)C1=C(C2=C(C(=N1)O)C=CS2)C2=C(C=C(C=C2OC(C)C)F)F